C(C)(C)(C)OC(=O)NC=1C=C(C=CC1)C(C=1C=C(C=CC1)NC(=O)C1=CC(=NN1C=1C=C(CNC(OC(C)(C)C)=O)C=CC1)C(F)(F)F)O tert-butyl 3-(5-((3-((3-tert-butyloxycarbonylaminophenyl) (hydroxy)methyl)phenyl)carbamoyl)-3-(trifluoromethyl)-1H-pyrazol-1-yl)benzylcarbamate